CC(C)(OC(NCCOCCOCCOCC(=O)ON1C(CCC1=O)=O)=O)C 2,5-dioxopyrrolidin-1-yl 2,2-dimethyl-4-oxo-3,8,11,14-tetraoxa-5-azahexadecan-16-oate